5-bromo-4-(difluoromethyl)pyrimidine BrC=1C(=NC=NC1)C(F)F